methyl ethyl carbonate fluoride [F-].C(OC)(OCC)=O